C(C=C)(=O)OCCSC 2-methylthioethyl acrylate